N-((1-(6-bromoquinoline-4-carbonyl)pyrrolidin-2-yl)methyl)-4-(trifluoromethyl)benzenesulfonamide BrC=1C=C2C(=CC=NC2=CC1)C(=O)N1C(CCC1)CNS(=O)(=O)C1=CC=C(C=C1)C(F)(F)F